N1N=CC2=C(C=CC=C12)C(=O)N1CC=2C(CC1)=C(N(N2)C)C2=CC=CC=C2 (1H-indazol-4-yl)(2-methyl-3-phenyl-2,4,5,7-tetrahydro-6H-pyrazolo[3,4-c]pyridin-6-yl)methanone